(1S,2R,5R)-N-hydroxy-8-(morpholine-4-carbonyl)-3-((6-(4-(2,2,2-trifluoroethoxy)phenoxy)pyridin-3-yl)sulfonyl)-3,8-diazabicyclo[3.2.1]octane-2-carboxamide ONC(=O)[C@H]1[C@@H]2CC[C@H](CN1S(=O)(=O)C=1C=NC(=CC1)OC1=CC=C(C=C1)OCC(F)(F)F)N2C(=O)N2CCOCC2